2-(3,5-dichloro-4-((2-cyclopropyl-4-methylquinolin-6-yl)oxy)phenyl)-3,5-dioxo-2,3,4,5-tetrahydro-1,2,4-triazine-6-carbonitrile ClC=1C=C(C=C(C1OC=1C=C2C(=CC(=NC2=CC1)C1CC1)C)Cl)N1N=C(C(NC1=O)=O)C#N